ClC=1C=C(CN2C=C(C3=CC=CC=C23)C=O)C=CC1Cl 1-(3,4-dichlorobenzyl)-1H-indole-3-carbaldehyde